3,4-dihydroxy-5-(methylsulfonylamino)-N-(4'-(trifluoromethoxy)-[1,1'-biphenyl]-4-yl)benzamide OC=1C=C(C(=O)NC2=CC=C(C=C2)C2=CC=C(C=C2)OC(F)(F)F)C=C(C1O)NS(=O)(=O)C